C(C)(C)(C)S(=O)NC(C1=C(C=CC(=C1)[N+](=O)[O-])F)OC(=O)N1C(CCC1)=O (((tert-butylsulfinyl) amino) (2-fluoro-5-nitrophenyl) methyl)-2-oxopyrrolidine-1-carboxylate